ClC1=CC(=CC(=N1)C(=O)N)C 6-chloro-4-methylpyridineamide